8-(8,8-difluoro-2,6-diazaspiro[3.4]octan-6-yl)-6-(difluoromethyl)-N-(1-(methylsulfonyl)piperidin-4-yl)quinazolin-2-amine FC1(CN(CC12CNC2)C=2C=C(C=C1C=NC(=NC21)NC2CCN(CC2)S(=O)(=O)C)C(F)F)F